1-[2-(adamantan-1-yl)ethoxy]-3-(4-methylpiperidin-1-yl)propan-2-ol C12(CC3CC(CC(C1)C3)C2)CCOCC(CN2CCC(CC2)C)O